CN(C1=NN2C(N(C(=C(C2=O)N2CCN(CC2)C(=O)OC(C)(C)C)CC)CC(=O)NC2=C(C=C(C=C2)C(F)(F)F)C)=N1)C tert-butyl 4-(2-(dimethylamino)-5-ethyl-4-(2-((2-methyl-4-(trifluoromethyl)phenyl)amino)-2-oxoethyl)-7-oxo-4,7-dihydro-[1,2,4]triazolo[1,5-a]pyrimidin-6-yl)piperazine-1-carboxylate